Cl.CN(C=1SC2=C(N1)C=CC(=C2)C2=CC1=CN(N=C1C(=C2)C(F)(F)F)C)C2CC(NC(C2)(C)C)(C)C N-Methyl-6-[2-methyl-7-(trifluoromethyl)-2H-indazol-5-yl]-N-(2,2,6,6-tetramethylpiperidin-4-yl)-1,3-benzothiazol-2-amin-Hydrochlorid